ClC1=CC(=C(C=C1)[C@@H]1OC2=C(C=CC=C2C=C1)C1CCN(CC1)CC1=NC2=C(C=NC(=C2)C#N)N1C[C@H]1OCC1)F 2-((4-((R)-2-(4-Chloro-2-fluorophenyl)-2H-chromen-8-yl)piperidin-1-yl)methyl)-3-(((S)-oxetane-2-yl)methyl)-3H-imidazo[4,5-c]pyridine-6-carbonitrile